CC(C)C[C@@H](C(=O)N[C@@H](CC1=CC=C(C=C1)O)C(=O)N[C@@H](CCC(=O)[O-])C(=O)N[C@@H](CC(=O)N)C(=O)N[C@@H](CCCC[NH3+])C(=O)N2CCC[C@H]2C(=O)N[C@@H](CCC[NH+]=C(N)N)C(=O)[O-])NC(=O)[C@@H]3CCC(=O)N3 The molecule is a peptide zwitterion that is the dizwitterionic form of neurotensin (1-8) having both carboxy groups deprotonated and the side-chains of L-lysyl and L-arginine protonated. It is the major species at pH 7.3. It is a tautomer of a neurotensin (1-8).